FC=1C=NN(C1)CC=1C=C(C=CC1OC1=CC=CC=C1)N1C(N(C(NC1=O)=O)C1=CC(=CC=C1)C)=O 1-{3-[(4-Fluoro-1H-pyrazol-1-yl)methyl]-4-phenoxyphenyl}-3-(3-methylphenyl)-1,3,5-triazinan-2,4,6-trion